C(C1=CC=CC=C1)N1N=CC(=C1C)C(CN1C(C=CC(=C1)C=C)=O)=O 1-(2-(1-benzyl-5-methyl-1H-pyrazol-4-yl)-2-oxoethyl)-5-vinylpyridin-2(1H)-one